butyl (1-bromo-2-oxo-7,10,13-trioxa-3-azahexadecan-16-yl)carbamate BrCC(NCCCOCCOCCOCCCNC(OCCCC)=O)=O